CC(C)C(CO)CCCCCCCCC 2-(1-methylethyl)-1-undecanol